4-aminobutanamide NCCCC(=O)N